N=1C=CN2C1C=CC(=C2)C2=C(C=1CCCC1C=C2)N 5-(imidazolo[1,2-a]pyridin-6-yl)-2,3-dihydro-1H-inden-4-amine